tert-butyl 3-(2-{[(4as,7ar)-1-methyl-octahydro-1H-cyclopenta[b]pyridin-4a-yl] methoxy}-7-bromo-8-fluoroquinazolin-4-yl)-3,8-diazabicyclo[3.2.1]octane-8-carboxylate CN1[C@H]2[C@@](CCC1)(CCC2)COC2=NC1=C(C(=CC=C1C(=N2)N2CC1CCC(C2)N1C(=O)OC(C)(C)C)Br)F